O=C1N(C(CC1)=O)OC(C1=CC=CC=C1)=O Benzoic acid (2,5-dioxopyrrolidin-1-yl) ester